[C@@H]1([C@H](O)[C@H](OP(=O)(O)OC[C@@H]2[C@H]([C@H]([C@@H](O2)N2C=NC=3C(=O)NC(N)=NC23)O)OP(=O)(O)O)[C@@H](CO)O1)N1C=NC=2C(N)=NC=NC12 adenylyl-(3'->5')-3'-guanylic acid